C(C)OP(=O)(OCC)CCN 2-diethoxyphosphorylethanamine